ClC1=CC=C(S1)CNC1=CC(=NN1)C1CCN(CC1)S(=O)(=O)N(C)C 4-(5-{[(5-chlorothiophen-2-yl)methyl]amino}-1H-pyrazol-3-yl)-N,N-dimethylpiperidine-1-sulfonamide